4,5-Dihydro-3H-pyrazol N1=NCCC1